[P].CS(=O)(=O)C methyl methyl sulfone phosphorus